CO[C@H]1CN(CC1)C1=CC=C(C=N1)C1=NN2C(O[C@@H](CC2)C)=C1 (5R)-2-[6-[(3R)-3-Methoxy-pyrrolidin-1-yl]pyridin-3-yl]-5-methyl-6,7-dihydro-5H-pyrazolo[5,1-b][1,3]oxazine